C\C(=C/C=1C=C(C=CC1)O)\CCC=C(C)C (E)-3-(2,6-Dimethylhepta-1,5-dienyl)phenol